dimethoxytetradecenyl nonoxymethyl ether C(CCCCCCCC)OCOC=CCCCCCCCCCCCC(OC)OC